4-chloro-β,β,2-trifluoro-phenylpropionic acid ClC1=CC(=C(C=C1)C(C(=O)O)C(F)F)F